C(C=C)(=O)O.C(C=C)C#N allyl cyanide acrylate